COC(=O)NNC=O N-methoxycarbonyl-N'-formylhydrazine